ClC=1C(=CC2=C(C[C@@](O2)([C@H]2NCCC2)C2=CC=CC=C2)C1C=1C(=CC2=C(OCCN2CCO)C1F)C(=O)N)F (S)-7-((S)-5-Chloro-6-fluoro-2-phenyl-2-((S)-pyrrolidin-2-yl)-2,3-dihydrobenzofuran-4-yl)-8-fluoro-4-(2-hydroxyethyl)-3,4-dihydro-2H-benzo[b][1,4]oxazine-6-carboxamide